[Cl-].[Cl-].C[Si](=[Zr+2](C1C(=CC2=C(C(=C(C=C12)C(C)(C)C)OC)C1=CC(=CC(=C1)C)C)C(C)C)C1C(=CC2=C(C=3CCCC3C(=C12)C1=CC(=CC(=C1)C)C)C1=CC(=CC(=C1)C)C)C)C Anti-dimethylsilanediyl[2-methyl-4,8-di(3,5-dimethylphenyl)-1,5,6,7-tetrahydro-s-indacen-1-yl][2-isopropyl-4-(3,5-dimethylphenyl)-5-methoxy-6-tert-butylinden-1-yl]zirconium dichloride